(5s,7s)-2-(difluoromethylsulfonyl)-7-fluoro-5-(4-fluorophenyl)-6,7-dihydro-5H-pyrrolo[1,2-b][1,2,4]triazole FC(S(=O)(=O)C=1N=C2N(N1)[C@@H](C[C@@H]2F)C2=CC=C(C=C2)F)F